1-[(2R,5S)-5-(hydroxymethyl)-2,5-dihydrofuran-2-yl]-5-methyl-1,2,3,4-tetrahydropyrimidine-2,4-dion OC[C@@H]1C=C[C@@H](O1)N1C(NC(C(=C1)C)=O)=O